6-(2-Chloro-6-fluorophenyl)-2-((2-trifluoromethyl-4-((3S,5R)-3,4,5-trimethylpiperazin-1-yl)phenyl)amino)-8,9-dihydroimidazo[1,2-a]pyrimido[5,4-e]pyrimidin-5(6H)-one ClC1=C(C(=CC=C1)F)N1C=2N(C3=C(C1=O)C=NC(=N3)NC3=C(C=C(C=C3)N3C[C@@H](N([C@@H](C3)C)C)C)C(F)(F)F)CCN2